C(CCCCCN)N Hexylendiamine